tert-Butyl (3S,5S)-3-[[6-(4-amino-3-fluoro-phenyl)-8-isopropyl-7-oxo-pteridin-2-yl]amino]-5-fluoro-piperidine-1-carboxylate NC1=C(C=C(C=C1)C1=NC=2C=NC(=NC2N(C1=O)C(C)C)N[C@@H]1CN(C[C@H](C1)F)C(=O)OC(C)(C)C)F